4,4'-bis(4-hydroxy-3-carboxyl-phenylazo)benzidine-2,2'-disulfonic acid OC1=C(C=C(C=C1)N=NC1(C=C(C(C=C1)=C1C(=CC(N)(C=C1)N=NC1=CC(=C(C=C1)O)C(=O)O)S(=O)(=O)O)S(=O)(=O)O)N)C(=O)O